rel-(S)-2-methyl-N-(2-oxo-2-((2,2,2-trifluoroethyl)amino)ethyl)-4-(5-(trifluoromethyl)-5-(6-(trifluoromethyl)pyrazin-2-yl)-4,5-dihydroisoxazol-3-yl)benzamide CC1=C(C(=O)NCC(NCC(F)(F)F)=O)C=CC(=C1)C1=NO[C@@](C1)(C1=NC(=CN=C1)C(F)(F)F)C(F)(F)F |o1:22|